[Pd].N=1C=CN2N=CC=CC21 imidazo[1,2-b]pyridazine Palladium